(S)-p-mentha-1,8-diene C1(=CC[C@H](CC1)C(=C)C)C